1-(3-(Dimethoxymethyl)phenyl)-4-hydroxy-2-oxo-7-(trifluoromethyl)-1,2-dihydroquinoline-3-carboxylic acid methyl ester COC(=O)C=1C(N(C2=CC(=CC=C2C1O)C(F)(F)F)C1=CC(=CC=C1)C(OC)OC)=O